FC1(C(C1)(C)SC=1N=C2N(N1)[C@@H](C[C@@H]2F)C2=CC=CC=C2)F (5S,7S)-2-(2,2-difluoro-1-methyl-cyclopropyl)sulfanyl-7-fluoro-5-phenyl-6,7-dihydro-5H-pyrrolo[1,2-b][1,2,4]triazole